C(C)(C)S(=NC#N)(C1=CC2=CN(N=C2C=C1)C=1C=NC=CC1)=O N-(isopropyl-(oxo)(2-(pyridin-3-yl)-2H-indazol-5-yl)-lambda6-sulfaneylidene)cyanamide